C1C(CC12CCCCC2)=O spiro[3.5]nonan-2-one